4-bromo-6-methylpyridin BrC1=CC=NC(=C1)C